N=1C=CN2C1C=C(C=C2)C2=C(C=CC(=N2)C#N)C2=CN=C(O2)CCC(C(F)(F)F)(F)F 6-(Imidazo[1,2-a]pyridin-7-yl)-5-(2-(3,3,4,4,4-pentafluorobutyl)oxazol-5-yl)picolinonitril